COC1=C(C=C(C=C1)NC)CC(=O)N(C)C 2-(2-methoxy-5-(methylamino)phenyl)-N,N-dimethylacetamide